CC1=CC=CC=C1C=O 6-methyl-benzaldehyde